3-((4-cyanophenyl)sulfonylamino)-4-methyl-N-((1-methyl-1H-pyrazol-4-yl)methyl)benzamide C(#N)C1=CC=C(C=C1)S(=O)(=O)NC=1C=C(C(=O)NCC=2C=NN(C2)C)C=CC1C